C(#N)N1C[C@@H](CC1)NC(C1=C(C(=C(C=C1)C=1C=NN(C1)C)F)F)=O (R)-N-(1-cyanopyrrolidin-3-yl)-2,3-difluoro-4-(1-methyl-1H-pyrazol-4-yl)benzamide